C(C)C1=C(CN2CCC(CC2)C(=O)O)C=CC(=C1)/C(/C)=N/OCC1=CC(=C(C=C1)C1=NC=C(N=C1)F)C (E)-1-(2-ethyl-4-(1-(((3-methyl-4-(5-fluoropyrazin-2-yl)-benzyl)oxy)imino)ethyl)benzyl)piperidine-4-carboxylic acid